OC[C@@H](CC(C)C)NC1=NC(=NC(=N1)C[C@H](C)C1=CC=CC=C1)NS(=O)(=O)C N-(4-(((R)-1-hydroxy-4-methylpent-2-yl)amino)-6-((S)-2-phenylpropyl)-1,3,5-triazin-2-yl)methanesulfonamide